N-ethyl-5-fluoro-2-(3-methyl-6-{1-[(3R)-2-methyl-6-(morpholin-4-yl)hexan-3-yl]azetidin-3-yl}imidazo[1,5-a]pyridin-8-yl)-N-(isopropyl)benzamide C(C)N(C(C1=C(C=CC(=C1)F)C=1C=2N(C=C(C1)C1CN(C1)[C@@H](C(C)C)CCCN1CCOCC1)C(=NC2)C)=O)C(C)C